BrC=1C=C2C(C(NC2=CC1)=O)=NN=C1SCC(N1C1=CC=C(C=C1)Cl)=O 5-bromo-3-(2-(3-(4-chlorophenyl)-4-oxothiazolidin-2-ylidene)hydrazono)-1H-indol-2-one